C(C)C1(CC=2C=C(C(=NC2C=2N1C=CC(C2)=O)OC)OCCCOC)CC 6,6-diethyl-2-methoxy-3-(3-methoxypropoxy)-10-oxo-5,10-dihydro-6H-pyrido[1,2-h][1,7]naphthyridin